N1-(cyclopropylmethyl)-M-methylbenzene-1,3-diamine C1(CC1)CNC=1CC(C=CC1)(N)C